NC=1N=C(C2=C(N1)C=NN2CC=2C=NC(=CC2OC)CN2[C@@H]1CN[C@H](C2)C1)N[C@H](CCO)CCC (3S)-3-({5-amino-1-[(6-{[(1S,4S)-2,5-diazabicyclo[2.2.1]heptan-2-yl]methyl}-4-methoxypyridin-3-yl)methyl]-1H-pyrazolo[4,3-d]pyrimidin-7-yl}amino)hexan-1-ol